2-(2-(4,4-difluorocyclohexyl)acetamido)butanoic acid FC1(CCC(CC1)CC(=O)NC(C(=O)O)CC)F